ethyl 5-(2-cyclopropylphenyl)-1,3,4-oxadiazole-2-carboxylate C1(CC1)C1=C(C=CC=C1)C1=NN=C(O1)C(=O)OCC